5-[4-[4-(Trifluoromethoxy)phenyl]phenyl]hexahydropyrimidine-2,4,6-trione FC(OC1=CC=C(C=C1)C1=CC=C(C=C1)C1C(NC(NC1=O)=O)=O)(F)F